(S)-6-(6-amino-5-(difluoromethyl)pyridin-2-yl)-7-fluoro-2-(4-((6-oxo-5-(trifluoromethyl)-1,6-dihydropyridazin-4-yl)amino)pentyl)isoquinolin-1(2H)-one NC1=C(C=CC(=N1)C=1C=C2C=CN(C(C2=CC1F)=O)CCC[C@H](C)NC=1C=NNC(C1C(F)(F)F)=O)C(F)F